5-[(1S,4S,5R)-5-[[5-cyclopropyl-3-(2,6-dichlorophenyl)-1,2-oxazol-4-yl]methoxy]-2-azabicyclo[2.2.1]heptan-2-yl]-2,3-dihydro-1H-isoindol-1-one C1(CC1)C1=C(C(=NO1)C1=C(C=CC=C1Cl)Cl)CO[C@H]1[C@@H]2CN([C@H](C1)C2)C=2C=C1CNC(C1=CC2)=O